CC1=NC(=CC(=C1)C=1C=CC(=C(C1)C1=CC=C(C=C1)N1C2=CC=C(C=C2C=2C=C(C=CC12)C1=CC=CC=C1)C1=CC=CC=C1)C1=NC(=NC(=N1)C1=CC=CC=C1)C1=CC=CC=C1)C 9-(5'-(2,6-dimethylpyridin-4-yl)-2'-(4,6-diphenyl-1,3,5-triazin-2-yl)-[1,1'-biphenyl]-4-yl)-3,6-diphenyl-9H-carbazole